5-CHLORO-1H-PYRAZOLE-3-CARBOXYLIC ACID ClC1=CC(=NN1)C(=O)O